[6-{[2-(4-chlorophenyl)imidazo[1,2-a]pyrimidin-3-yl]methyl}-2,6-diazabicyclo[3.2.2]non-2-yl][6-(trifluoromethoxy)pyridin-2-yl]methanone ClC1=CC=C(C=C1)C=1N=C2N(C=CC=N2)C1CN1C2CCN(C(C1)CC2)C(=O)C2=NC(=CC=C2)OC(F)(F)F